ethyl 2-[3,5-dichloro-4-[(E)-6-[2,6-dichloro-4-(3-methoxy-3-oxo-propyl)phenoxy]hex-3-enoxy]anilino]pyridine-3-carboxylate ClC=1C=C(NC2=NC=CC=C2C(=O)OCC)C=C(C1OCC\C=C\CCOC1=C(C=C(C=C1Cl)CCC(=O)OC)Cl)Cl